isopropyl (R)-2-(((benzyloxy)carbonyl)amino)-2-(4-((diphenylmethylene)amino)-3-fluorophenyl)-4,4-dimethylpentanoate C(C1=CC=CC=C1)OC(=O)N[C@](C(=O)OC(C)C)(CC(C)(C)C)C1=CC(=C(C=C1)N=C(C1=CC=CC=C1)C1=CC=CC=C1)F